C(C1=CC=CC=C1)OC1=C(N(C=C(C1=O)C(NCC1=C(C=C(C=C1F)F)F)=O)[C@@H]1CCC2=C(NC1)C(=CC=C2)F)C(=O)O (R)-3-(benzyloxy)-1-(9-fluoro-2,3,4,5-tetrahydro-1H-benzo[b]azepin-3-yl)-4-oxo-5-((2,4,6-trifluorobenzyl)carbamoyl)-1,4-dihydropyridine-2-carboxylic acid